C([C@@H]1[C@@H]([C@@H]([C@H]([C@@H](O1)O[C@H]2[C@H](O[C@H]([C@@H]([C@H]2O)O)O[C@H]3[C@@H]([C@H](OC([C@@H]3O)O)CO)O)CO)O)O)O)O The molecule is a trisaccharide consisting of two beta-D-galactopyranose residues and a D-glucopyranose residue joined in sequence by (1->4) and (1->3) glycosidic bonds. It derives from a beta-D-galactopyranosyl-(1->4)-beta-D-galactopyranose and a D-glucopyranose.